1-(5,6-Diphenylpyrazin-2-yl)pyrrolidin-3-ol C1(=CC=CC=C1)C=1N=CC(=NC1C1=CC=CC=C1)N1CC(CC1)O